FC1=C(C(=CC(=C1)F)F)CN (2,4,6-trifluorophenyl)methylamine